O=C1CC(N(CC1)C(=O)OCC1=CC=CC=C1)C1=CC=C(C=C1)OC(F)(F)F benzyl 4-oxo-2-(4-(trifluoromethoxy)phenyl)piperidine-1-carboxylate